C1(=CC=CC=C1)CCCS(=O)(=O)OC1=C(C=CC=C1)NC(=O)NC1=CC=C(C=C1)OS(=O)(=O)CCCC1=CC=CC=C1 N-[2-(phenylpropanesulfonyloxy)phenyl]-N'-[4-(phenylpropanesulfonyloxy)phenyl]urea